C(C1=CC=CC=C1)OC1=C(N(C=CC1=O)CC(=O)C1=CC(=CC=C1)F)C 3-(benzyloxy)-1-(2-(3-fluorophenyl)-2-oxoethyl)-2-methylpyridin-4(1H)-one